tert-butyl (1-((1r,4r)-4-((2-(pyridin-2-yl)-1-((2-(trimethylsilyl)ethoxy)methyl)-1H-pyrrolo[2,3-b]pyridin-4-yl)carbamoyl)cyclohexyl)ethyl)carbamate N1=C(C=CC=C1)C1=CC=2C(=NC=CC2NC(=O)C2CCC(CC2)C(C)NC(OC(C)(C)C)=O)N1COCC[Si](C)(C)C